(3S)-11-(2,4-difluorophenyl)-8-((3S,5R)-3,5-dimethylpiperazin-1-yl)-3-(methoxymethoxy)-10-(trifluoromethyl)-3,4-dihydro-2H,6H-[1,4]thiazepino[2,3,4-ij]quinazolin-6-one FC1=C(C=CC(=C1)F)C1=C(C=C2C(=NC(N3C2=C1SC[C@H](C3)OCOC)=O)N3C[C@@H](N[C@@H](C3)C)C)C(F)(F)F